1-benzyl-N,7-diisobutyl-5-oxooctahydro-3aH-3,6-methanopyrrolo[3,2-b]pyridine-3a-carboxamide C(C1=CC=CC=C1)N1CC2C3(NC(C(C(C31)CC(C)C)C2)=O)C(=O)NCC(C)C